5,6-dimethylbenzothiadiazole CC=1C(=CC2=C(N=NS2)C1)C